2,4,6-tris(pyridinyl)-1,3,5-triazine N1=C(C=CC=C1)C1=NC(=NC(=N1)C1=NC=CC=C1)C1=NC=CC=C1